C(C1=CC=CC=C1)N(CCCC(=O)OC)CCC(=O)OC methyl 4-(benzyl(3-methoxy-3-oxopropyl)amino)butanoate